6-chloro-N-(furan-2-ylmethyl)-2-(piperazin-1-yl)pyrido[3,4-d]pyrimidin-4-amine ClC1=CC2=C(N=C(N=C2NCC=2OC=CC2)N2CCNCC2)C=N1